tert-Butyl 9'-((2-chloro-4-phenoxyphenyl)(hydroxy)methyl)-3'-oxo-1',3',4',7'-tetrahydrospiro[azetidine-3,2'-pyrrolo[3',2':5,6]pyrido[3,4-b]pyrazine]-1-carboxylate ClC1=C(C=CC(=C1)OC1=CC=CC=C1)C(C1=CNC2=C1C1=C(NC(C3(N1)CN(C3)C(=O)OC(C)(C)C)=O)C=N2)O